4-(1-(4-(2-(1-acetylazetidin-3-yl)ethyl)phenyl)pyrrolidin-2-yl)thiazol C(C)(=O)N1CC(C1)CCC1=CC=C(C=C1)N1C(CCC1)C=1N=CSC1